4-((2-ethyl-4-(6-methylpyridin-2-yl)thiazol-5-yl)oxy)pyridine C(C)C=1SC(=C(N1)C1=NC(=CC=C1)C)OC1=CC=NC=C1